ClC1=CC=C2C3(C(N(C2=C1F)C1=C(C=NN1C)I)=O)CC3 6'-chloro-7'-fluoro-1'-(4-iodo-1-methyl-1H-pyrazol-5-yl)spiro[cyclopropane-1,3'-indoline]-2'-one